O=C1NC(CCC1N1C(N(C2=C1C=CC(=C2)CCCCCCCCCCCNC(OC(C)(C)C)=O)C)=O)=O tert-butyl N-[11-[1-(2,6-dioxo-3-piperidyl)-3-methyl-2-oxo-benzimidazol-5-yl]undecyl]carbamate